(S)-8-(2-amino-6-((R)-2,2,2-trifluoro-1-(2'-methoxy-[1,1'-biphenyl]-4-yl)ethoxy)pyrimidin-4-yl)-2,8-diazaspiro[4.5]decane-3-carboxylic acid NC1=NC(=CC(=N1)N1CCC2(C[C@H](NC2)C(=O)O)CC1)O[C@@H](C(F)(F)F)C1=CC=C(C=C1)C1=C(C=CC=C1)OC